dimethoxy-1-((4-methoxyphenyl)ethynyl)-2-phenyl-1,2,3,4-tetrahydroisoquinoline COC1N(C(C2=CC=CC=C2C1)(C#CC1=CC=C(C=C1)OC)OC)C1=CC=CC=C1